(7S)-N-(2-amino-4-(4-(trifluoromethyl)phenethyl)phenyl)-7,8-difluorooctanamide NC1=C(C=CC(=C1)CCC1=CC=C(C=C1)C(F)(F)F)NC(CCCCC[C@@H](CF)F)=O